BrN1C=2C(C(=O)OC1=O)=CC=CC2 bromoisatoic anhydride